C(CCCC)OC(CC1=CC(=C(C=C1)O)OC)=O 2-(4-hydroxy-3-methoxy-phenyl)acetic acid pentyl ester